N-(3-(5-bromo-2H-pyrazolo[3,4-b]pyridin-2-yl)-4-fluorophenyl)-5-azaspiro[2.3]hexane-5-carboxamide BrC1=CC=2C(N=C1)=NN(C2)C=2C=C(C=CC2F)NC(=O)N2CC1(CC1)C2